4-[[(1-methylpyridin-1-ium-3-carbonyl)amino]methoxy]-4-oxobutanoic acid iodide C[N+]1=CC(=CC=C1)C(=O)NCOC(CCC(=O)I)=O